morpholineethanol C1COCCN1CCO